4-(difluoromethyl)-2,2-dimethyl-1,3-dioxolane FC(C1OC(OC1)(C)C)F